C(C)(C)(C)N(\N=C/C1=CC(=CC=C1)C#N)C(=O)OC(CCl)COCC(=CC1=CC=C(C=C1)Cl)C1=CC=CC=C1 1-chloro-3-((3-(4-chlorophenyl)-2-phenylallyl)oxy)propan-2-ol tert-Butyl-(Z)-2-(3-cyanobenzylidene)hydrazine-1-carboxylate